4-chloro-8-(3,5-dichlorophenyl)-1,5-naphthyridine-3-carbonyl chloride ClC1=C(C=NC2=C(C=CN=C12)C1=CC(=CC(=C1)Cl)Cl)C(=O)Cl